COC1=CC=C(CN(C2=NC=C(C=N2)C=2N=C(C=3N(C2)C=C(C3)C(=O)OCC)N3CCOCC3)CC3=CC=C(C=C3)OC)C=C1 Ethyl 3-(2-(bis(4-methoxybenzyl)amino)pyrimidin-5-yl)-1-morpholinopyrrolo[1,2-a]pyrazine-7-carboxylate